C1(=CC=CC=C1)C=1N=C(SC1)NC1=CC=C(C=C1)NC(=O)NCC1=CC=NC=C1 1-(4-((4-Phenylthiazol-2-yl)amino)phenyl)-3-(pyridin-4-ylmethyl)urea